N,N-diphenyl-aniline C1(=CC=CC=C1)N(C1=CC=CC=C1)C1=CC=CC=C1